C(C)(C)(C)SC=1C=C(C(=O)OC)C=CC1C=O methyl 3-tert-butylsulfanyl-4-formylbenzoate